diphenyl-trichloroethanol C1(=CC=CC=C1)C(C(Cl)(Cl)Cl)(O)C1=CC=CC=C1